FC(C(C(F)(F)F)OP1OCCO1)(F)F 2-(1,1,1,3,3,3-hexafluoropropane-2-oxy)-1,3,2-dioxaphospholane